C1(CC1)CN1C=CC=2C(=NC(=CC21)NC=2SC(=CN2)C)C=2C=C(C=CC2F)NC(C=C)=O N-(3-(1-(cyclopropylmethyl)-6-((5-methylthiazol-2-yl)amino)-1H-pyrrolo[3,2-c]pyridin-4-yl)-4-fluorophenyl)acrylamide